ClC=1C=C(C=CC1F)C1=NN2C(=NC=3C=CC=CC3C2=N1)NC=1C(N=CC=CC1)=O (3R)-3-{[2-(3-chloro-4-fluorophenyl)[1,2,4]triazolo[1,5-c]quinazolin-5-yl]amino}azepin-2-one